C1(CCCC1)NC1CCC(CC1)N1C(NC2=C1C=C(C(=C2)C=2C=C(C=1N(C2)N=CN1)OC)C)=O.[S].[Li].[P] Phosphorus lithium sulfur 1-((1s,4s)-4-(cyclopentylamino)cyclohexyl)-5-(8-methoxy-[1,2,4]triazolo[1,5-a]pyridin-6-yl)-6-methyl-1,3-dihydro-2H-benzo[d]imidazol-2-one